BrC=1C2=C(C=3C(=NC(=NC3C1F)SCC)N1[C@H]3CN([C@@H](C1)C3)C)COC2 6-Bromo-3-ethylsulfanyl-5-fluoro-1-[(1R,4R)-5-methyl-2,5-diazabicyclo[2.2.1]heptan-2-yl]-7,9-dihydrofuro[3,4-f]quinazoline